[N+](=O)([O-])C1=C(C=CC=C1)C1=CC=2C(C=3C=CC=CC3C2C2=C1C=CC=C2)=O 5-(2-nitrophenyl)benzo[c]fluoren-7-one